3-({5-[(7R)-7-amino-2-azabicyclo[2.2.1]heptane-2-carbonyl]-2-[1-(cyclopropylmethyl)-1H-indol-2-yl]-7-methoxy-1H-1,3-benzodiazol-1-yl}methyl)-N-phenylazetidine-1-carboxamide N[C@H]1C2N(CC1CC2)C(=O)C2=CC1=C(N(C(=N1)C=1N(C3=CC=CC=C3C1)CC1CC1)CC1CN(C1)C(=O)NC1=CC=CC=C1)C(=C2)OC